C1(CC1)CN(C1=C2C=C(N=CC2=CC(=N1)C1=C(C(=CC(=C1Cl)OC)OC)Cl)NC1=C(C=CC=C1C)NC(C=C)=O)C N-(2-((5-((cyclopropylmeth-yl)(methyl)amino)-7-(2,6-dichloro-3,5-dimethoxyphenyl)-2,6-naphthyridin-3-yl)amino)-3-methylphenyl)acrylamide